4-(2-methyl-4-nitrophenoxy)-1-(2,2,2-trifluoroethyl)piperidine CC1=C(OC2CCN(CC2)CC(F)(F)F)C=CC(=C1)[N+](=O)[O-]